7-methoxy-6-nitro-4-[1-(oxazolidin-2-yl)-3-phenyl-1H-pyrazol-4-yl]quinazoline COC1=C(C=C2C(=NC=NC2=C1)C=1C(=NN(C1)C1OCCN1)C1=CC=CC=C1)[N+](=O)[O-]